CC(=C(C(=O)O)CC(=O)O)CCCCCC Methyl-hexylitaconic acid